1-(3-Trifluoromethylbenzyl)piperazin FC(C=1C=C(CN2CCNCC2)C=CC1)(F)F